[4-(3-methylsulfonylpropyl)piperazin-1-yl]methanone CS(=O)(=O)CCCN1CCN(CC1)C=O